tributylhexylphosphonium 3-sulphopropylmethacrylate S(=O)(=O)(O)CCCOC(C(=C)C)=O.C(CCC)[P+](CCCCCC)(CCCC)CCCC